C(C)(C)(C)NCC(CO)O 3-t-butylamino-1,2-propanediol